4-[5-(Trifluoromethyl)-1,2,4-oxadiazol-3-yl]phenylamine FC(C1=NC(=NO1)C1=CC=C(C=C1)N)(F)F